5-Amino-3-[2-(hydroxymethyl)-4-[2-[[5-(1-methylcyclopentyl)isoxazol-3-yl]amino]-2-oxo-ethyl]phenyl]-1-isopropyl-pyrazole-4-carboxamide NC1=C(C(=NN1C(C)C)C1=C(C=C(C=C1)CC(=O)NC1=NOC(=C1)C1(CCCC1)C)CO)C(=O)N